7-methylpyrido[3,2-d]pyrimidine-2,4-diol CC1=CC=2N=C(N=C(C2N=C1)O)O